3,3-Difluoro-N-(6-(3-fluoro-2-methylphenyl)imidazo[1,2-a]pyridin-2-yl)cyclobutanecarboxamide FC1(CC(C1)C(=O)NC=1N=C2N(C=C(C=C2)C2=C(C(=CC=C2)F)C)C1)F